C1(CC1)N(C1=C(C(=NC=N1)NCC1(CCN(CC1)CC(=O)N)CO)F)CC=1C=NC(=CC1)C(F)(F)F 2-(4-(((6-(cyclopropyl((6-(trifluoromethyl)pyridin-3-yl)methyl)amino)-5-fluoropyrimidin-4-yl)amino)methyl)-4-(hydroxymethyl)piperidin-1-yl)acetamide